C(C1=CC=CC=C1)N1N=C(C=2C1=NC(=NC2)NCC2=C(C=C(C=C2)OC)OC)Br 1-benzyl-3-bromo-N-(2,4-dimethoxybenzyl)-1H-pyrazolo[3,4-d]pyrimidin-6-amine